(S)-2-((6-((4-chloro-2-fluorophenyl)methoxy-d2)-3',6'-dihydro-[2,4'-bipyridine]-1'(2'H)-yl)methyl)-1-(oxetan-2-ylmethyl)-1H-benzo[d]imidazole-6-carboxylic acid ClC1=CC(=C(C=C1)C(OC1=CC=CC(=N1)C=1CCN(CC1)CC1=NC2=C(N1C[C@H]1OCC1)C=C(C=C2)C(=O)O)([2H])[2H])F